amyl alcohol phosphate P(=O)(O)(O)OCCCCC